C1(=CC=CC=C1)P([O-])(=O)C1=CC=CC=C1.[Cu+] Copper (I) diphenylphosphinate